2-(1,3-benzoxazol-2-ylamino)-1,3-benzoxazole-6-carboxylic acid O1C(=NC2=C1C=CC=C2)NC=2OC1=C(N2)C=CC(=C1)C(=O)O